(1-tert-butoxycarbonyl-4-piperidinyl)methyl-triphenylphosphine C(C)(C)(C)OC(=O)N1CCC(CC1)CC1=C(C=CC=C1)P(C1=CC=CC=C1)C1=CC=CC=C1